3,3'-[azobis[(2,2-dimethyl-1-iminoethane-2,1-diyl)imino]]bis(propionic acid) N(=NC(C(=N)NCCC(=O)O)(C)C)C(C(=N)NCCC(=O)O)(C)C